OC(CNC(=O)C=1C=2C[C@@H]3[C@H](C2N(N1)C1=C(C=C(C=C1)F)F)C3)C=3C=NC=CC3 (1aR,5aR)-2-(2,4-Difluorophenyl)-1a,2,5,5a-tetrahydro-1H-2,3-diaza-cyclopropa[a]pentalene-4-carboxylic acid (2-hydroxy-2-pyridin-3-yl-ethyl)-amide